trans-N-Ethyl-3-fluoro-3-[3-fluoro-4-(pyrrolidinylmethyl)-phenyl]cyclobutanecarboxamide C(C)NC(=O)C1CC(C1)(C1=CC(=C(C=C1)CN1CCCC1)F)F